C1(=CCCCC1)C=1C(=NN2C1NC(=C(C2=O)C=2C=NC=CC2)NC(=O)N)C2=CC=CC=C2 1-{3-(cyclohex-1-en-1-yl)-7-oxo-2-phenyl-6-(pyridin-3-yl)-4,7-dihydropyrazolo[1,5-a]Pyrimidin-5-yl}urea